1-N-[4-[7-(azetidin-1-yl)-6-carbamoylquinolin-4-yl]oxyphenyl]-1-N'-(4-fluorophenyl)cyclopropane-1,1-dicarboxamide N1(CCC1)C1=C(C=C2C(=CC=NC2=C1)OC1=CC=C(C=C1)NC(=O)C1(CC1)C(=O)NC1=CC=C(C=C1)F)C(N)=O